(7-methoxynaphthalene-1-yl)boric acid COC1=CC=C2C=CC=C(C2=C1)OB(O)O